4-(3-ethyl-4-(propylsulfonamido)phenyl)-1H-pyrrolo[2,3-b]pyridin C(C)C=1C=C(C=CC1NS(=O)(=O)CCC)C1=C2C(=NC=C1)NC=C2